N-ETHYL-2-[ETHYL(2-FLUORO-4-FORMYLPHENYL)AMINO]ACETAMIDE C(C)NC(CN(C1=C(C=C(C=C1)C=O)F)CC)=O